S(=O)(=O)(O)C1=CC=C(C)C=C1.CC1=CC=C(C=C1)S(=O)(=O)O p-toluenesulfonic acid (tosylate)